[(p-fluorophenyl)methyl](3-ethyl-1-methyl-6-phenyl-1H-1,2,5,7-tetraazainden-4-yl)amine FC1=CC=C(C=C1)CNC1=C2C(=NN(C2=NC(=N1)C1=CC=CC=C1)C)CC